5-[(1R,2S)-1-(4-cyclopropylphenyl)-2-[(1-hydroxycyclopropanecarbonyl)amino]propoxy]-N-[(3S)-1-[(3R)-5-oxotetrahydrofuran-3-carbonyl]-3-piperidinyl]pyridine-2-carboxamide C1(CC1)C1=CC=C(C=C1)[C@H]([C@H](C)NC(=O)C1(CC1)O)OC=1C=CC(=NC1)C(=O)N[C@@H]1CN(CCC1)C(=O)[C@H]1COC(C1)=O